C1(CC1)C1=NC=2N(C=C1)N=CC2C(=O)NC2=CC(=CC=C2)C=2N(C=CN2)CC(F)F 5-Cyclopropyl-N-(3-(1-(2,2-difluoroethyl)-1H-imidazol-2-yl)phenyl)pyrazolo[1,5-a]pyrimidine-3-carboxamide